6-Chloro-N-(methyl-d3)-4-((1-(methyl-d3)-4-oxo-5-(1,1,1-trifluoropropan-2-yl)-4,5-dihydro-1H-pyrrolo[3,2-c]pyridin-3-yl)amino)nicotinamide ClC1=NC=C(C(=O)NC([2H])([2H])[2H])C(=C1)NC1=CN(C2=C1C(N(C=C2)C(C(F)(F)F)C)=O)C([2H])([2H])[2H]